1,2-DIMETHYL-1H-IMIDAZOL-5-YLBORONIC ACID CN1C(=NC=C1B(O)O)C